4-[6-(1-cyano-1-methyl-ethyl)pyrazolo[1,5-a]pyridin-3-yl]-2-(difluoromethoxy)-N-[(1R,2S)-2-fluorocyclopropyl]-6-methoxy-benzamide C(#N)C(C)(C)C=1C=CC=2N(C1)N=CC2C2=CC(=C(C(=O)N[C@H]1[C@H](C1)F)C(=C2)OC)OC(F)F